trans-(S,S)-1,2-cyclohexanediamine [C@@H]1([C@@H](CCCC1)N)N